(1S,2S)-N-[7-chloro-6-[4-((3R,4R)-4-fluoro-3-methyl-tetrahydrofuran-3-yl)piperazin-1-yl]-3-isoquinolinyl]-2-cyano-cyclobutanecarboxamide ClC1=C(C=C2C=C(N=CC2=C1)NC(=O)[C@@H]1[C@H](CC1)C#N)N1CCN(CC1)[C@@]1(COC[C@@H]1F)C